BrC1=CC=C(CC=2C=CC3=C(NC4=CC=CC=C34)N2)C=C1 (4-bromobenzyl)-9H-pyrido[2,3-b]indole